CN(C(=[NH+]C)N(C)C)C N,N,N',N',N''-pentamethyl-guanidinium